tert-Butyl 5-{[(4R)-1-({4,4-difluoro-1-[4-(methoxycarbonyl)phenyl]cyclohexyl}carbonyl)-4-fluoro-D-prolyl]amino}-1H-pyrazolo[4,3-b]pyridine-1-carboxylate FC1(CCC(CC1)(C1=CC=C(C=C1)C(=O)OC)C(=O)N1[C@H](C[C@H](C1)F)C(=O)NC1=CC=C2C(=N1)C=NN2C(=O)OC(C)(C)C)F